15-tetracosen-1-ol C(CCCCCCCCCCCCCC=CCCCCCCCC)O